3-(dibenzylamino)azetidin-2-one C(C1=CC=CC=C1)N(C1C(NC1)=O)CC1=CC=CC=C1